(S)-N-(benzo[d]thiazol-2-yl)-1-(3-cyano-6-methyl-4-(trifluoromethyl)pyridin-2-yl)-N-methylpyrrolidine-2-carboxamide S1C(=NC2=C1C=CC=C2)N(C(=O)[C@H]2N(CCC2)C2=NC(=CC(=C2C#N)C(F)(F)F)C)C